FC(COC1=CC2=C(CC3(CCN(CC3)C)O2)C=C1NC(=O)C=1C=NN2C1N=CC=C2)F N-(6-(2,2-difluoroethoxy)-1'-methyl-3H-spiro[benzofuran-2,4'-piperidin]-5-yl)pyrazolo[1,5-a]pyrimidine-3-carboxamide